fluorosebacic acid FC(C(=O)O)CCCCCCCC(=O)O